7-(3-(N-(2-ethyl-2H-1,2,3-triazol-4-yl)sulfamoyl)phenyl)heptanoic acid C(C)N1N=CC(=N1)NS(=O)(=O)C=1C=C(C=CC1)CCCCCCC(=O)O